N1=CC=CC=2CN(CCC12)C1=C(C=C(C=N1)C(=O)NCC=1NC=CC1)C 6-(7,8-dihydro-5H-1,6-naphthyridin-6-yl)-5-methyl-N-(1H-pyrrol-2-ylmethyl)pyridine-3-carboxamide